5-carboxy-2-((1E,3E)-4-(4-(dimethylamino)phenyl)but-1,3-dien-1-yl)-1-ethyl-3,3-dimethyl-3H-indol C(=O)(O)C=1C=C2C(C(N(C2=CC1)CC)\C=C\C=C\C1=CC=C(C=C1)N(C)C)(C)C